1-(3-chloro-5-fluorobenzyl)-3,3-difluoro-1-azaspiro[4.4]nonen-4-ol ClC=1C=C(CN2CC(C(C23C=CCC3)O)(F)F)C=C(C1)F